4-ethylaminobutane-1-sulfonic acid C(C)NCCCCS(=O)(=O)O